3,6-bis(trimethylsilyl)-9H-carbazole C[Si](C=1C=CC=2NC3=CC=C(C=C3C2C1)[Si](C)(C)C)(C)C